FC(C(=O)NCCCC(CO)(CO)CCCNC(C(F)(F)F)=O)(F)F 2,2-bis-(trifluoroacetylaminopropyl)-1,3-propanediol